BrC1=CC=C(OP(=O)(OC[C@@H]2C[C@@H](C2)N2C3=NC(=NC(=C3N=C2)N)N)N[C@@H](C)C(=O)OC)C=C1 Methyl ((4-bromophenoxy) ((cis-3-(2,6-diamino-9H-purin-9-yl)cyclobutyl) methoxy) phosphoryl)-L-alaninate